2-(Hydroxymethyl)-1,5-pentandiol OCC(CO)CCCO